5-Benzyl-1-(2-(tert-Butoxycarbonylamino)ethyl)-1H-pyrazole-4-carboxylic acid ethyl ester C(C)OC(=O)C=1C=NN(C1CC1=CC=CC=C1)CCNC(=O)OC(C)(C)C